N'-[5-bromo-2-methyl-6-(1-methyl-2-propoxy-ethoxy)-3-pyridyl]-N-isopropyl-N-methyl-formamidine BrC=1C=C(C(=NC1OC(COCCC)C)C)N=CN(C)C(C)C